tert-butyl ((7-(1-(((5-(2-cyano-6-fluorophenyl)pyridin-2-yl)methyl)(5,6,7,8-tetrahydroquinolin-8-yl)carbamoyl)cyclopropyl)-4-oxo-3,4-dihydrophthalazin-1-yl)methyl)carbamate C(#N)C1=C(C(=CC=C1)F)C=1C=CC(=NC1)CN(C(=O)C1(CC1)C1=CC=C2C(NN=C(C2=C1)CNC(OC(C)(C)C)=O)=O)C1CCCC=2C=CC=NC12